(R)-N-methyl-N-(pyrrolidin-3-yl)quinolin-5-amine hydrochloride Cl.CN(C=1C=2C=CC=NC2C=CC1)[C@H]1CNCC1